6-[2-(2-Bromo-naphthalen-1-yl)-ethylamino]-pyrimidin-4-yl-2-ethoxy-benzoic acid BrC1=C(C2=CC=CC=C2C=C1)CCNC1=CC(=NC=N1)C=1C(=C(C(=O)O)C=CC1)OCC